O[C@@H]1[C@H](CCC1)N(CCCCCCCC(=O)N(CCCCCCCCCC)CCCCCCCCCC)CCCCCCCC(=O)N(CCCCCCCCCC)CCCCCCCCCC 8,8'-(((1s,2s)-2-hydroxycyclopentyl)azanediyl)bis(N,N-didecyloctanamide)